C(C=C)(=O)OCCC(C)C 3-methylbutyl acrylate